N-(4-(chlorodifluoromethoxy)phenyl)-6-(4-(1-((3-(2,4-dioxotetrahydropyrimidin-1(2H)-yl)pyridin-4-yl)methyl)piperidin-4-yl)piperazin-1-yl)-5-(1H-pyrazol-3-yl)nicotinamide ClC(OC1=CC=C(C=C1)NC(C1=CN=C(C(=C1)C1=NNC=C1)N1CCN(CC1)C1CCN(CC1)CC1=C(C=NC=C1)N1C(NC(CC1)=O)=O)=O)(F)F